NC1=C(C=C(C=N1)NC(C(=O)N1C(CCC(C1)C)C1=CC2=C(NC=N2)C=C1)=O)CC N-(6-amino-5-ethyl-3-pyridyl)-2-[2-(1H-benzimidazol-5-yl)-5-methyl-1-piperidyl]-2-oxo-acetamide